FC(C=1C=C(OC=2C=C(C=CC2)B(O)O)C=CC1)(F)F (3-(3-(trifluoromethyl)phenoxy)phenyl)boronic acid